CN(C1=CC=C(C=C1)C=1CCC=2C=CC(=CC2C1C1=CC=C(C=C1)N1CCN(CC1)C(C)C)O)C 7-(4-(Dimethylamino)phenyl)-8-(4-(4-isopropylpiperazin-1-yl)phenyl)-5,6-dihydronaphthalen-2-ol